C(C)[C@]1(C(OCC=2C(N3CC=4C(=NC=5C=C(C(=C6C5C4C(CC6)(C)NC(C)=O)C)F)C3=CC21)=O)=O)O N-((9S)-9-ethyl-5-fluoro-9-hydroxy-1,4-dimethyl-10,13-dioxo-1,2,3,9,10,12,13,15-octahydrobenzo[de]pyrano[3',4':6,7]indolizino[1,2-b]quinolin-1-yl)acetamide